NCCOCCC(=O)N[C@H](C(=O)N1[C@@H](C[C@H](C1)O)C(=O)NCC1=CC=C(C=C1)C1=C(N=CS1)C)C(C)(C)C (2S,4R)-1-((S)-2-(3-(2-aminoethoxy)propionamido)-3,3-dimethylbutyryl)-4-hydroxy-N-(4-(4-methylthiazol-5-yl)benzyl)pyrrolidine-2-carboxamide